(1-methyl-1H-pyrazol-4-yl)-N-[(3S)-piperidin-3-yl]sulfamide hydrochloride Cl.CN1N=CC(=C1)N(S(=O)(=O)N)[C@@H]1CNCCC1